CC\\1=C(C2=C(/C1=C\\C3=CC=C(C=C3)S(=O)(=O)C)C=CC(=C2)F)CC(=O)O The molecule is a sulfone metabolite of sulindac that inhibits cell growth by inducing apoptosis independently of cyclooxygenase inhibition. It inhibits the development and induces regression of premalignant adenomatous polyps. Lipoxygenase and Cox-2 inhibitor. It has a role as a cyclooxygenase 2 inhibitor, an EC 1.13.11.34 (arachidonate 5-lipoxygenase) inhibitor and an apoptosis inducer. It is a sulfone, a monocarboxylic acid and an organofluorine compound. It derives from a sulindac.